5-(4-fluorophenyl)-3-(8-quinolyl)-1,3,4-oxadiazol-2-one FC1=CC=C(C=C1)C1=NN(C(O1)=O)C=1C=CC=C2C=CC=NC12